C1(CC1)C=1C=NC(=C(C(=O)O)C1)NC=1C=C2C=CN(C2=C(C1)C1=C(C=CC=C1)F)C 5-cyclopropyl-2-((7-(2-fluorophenyl)-1-methyl-1H-indol-5-yl)amino)nicotinic acid